NCC=1C=C(C=CC1)N1N=C(C=C1C(=O)NC1=CC(=CC=C1)CC1=CC=C(C=C1)O)C(F)(F)F 1-(3-(aminomethyl)phenyl)-N-(3-(4-hydroxyphenylmethyl)phenyl)-3-(trifluoromethyl)-1H-pyrazole-5-carboxamide